C1NCC12CC(C2)CC=2C=NC=1N(C2)C=C(N1)C(F)(F)F 6-(2-azaspiro[3.3]heptan-6-ylmethyl)-2-(trifluoromethyl)imidazo[1,2-a]pyrimidine